racemic-tert-butyl 3-methylpiperazine-1-carboxylate C[C@@H]1CN(CCN1)C(=O)OC(C)(C)C |r|